CC1=CC=C(C=C1)C=N[C@H]1CNCCC1 (R)-1-(4-methylphenyl)-N-(piperidin-3-yl)methanimine